OC=1C=CC2=C(CN(S(O2)(=O)=O)[C@H](C)C=2C=C(C=CC2C)C(CC(=O)OCC)C2=C(C3=C(N(N=N3)CCCCCCO)C=C2)C)C1 ethyl 3-{3-[(1R)-1-(6-hydroxy-2,2-dioxo-2H-1,2λ6,3-benzoxathiazin-3(4H)-yl)ethyl]-4-methylphenyl}-3-[1-(6-hydroxyhexyl)-4-methyl-1H-benzotriazol-5-yl]propanoate